benzyl 1,2,3-oxathiazolidine-3-carboxylate O1SN(CC1)C(=O)OCC1=CC=CC=C1